Cl.NC\C=C(\CN1C(=C(C2=CC(=CC=C12)C(=O)O)CC1=CC=C(C=C1)S(N(C)C)(=O)=O)C)/F (Z)-1-(4-amino-2-fluorobut-2-en-1-yl)-3-(4-(N,N-dimethylsulfamoyl)benzyl)-2-methyl-1H-indole-5-carboxylic acid hydrochloride